C(C)(C)(C)OC(=O)N1[C@H](C[C@@H](C2=CC=CC=C12)N1C(N(C2=NC(=NC=C2C1)NC1=CC=C(C=C1)N1CCN(CC1)C)C)=O)C (2S,4S)-2-methyl-4-[1-methyl-7-[4-(4-methylpiperazin-1-yl)anilino]-2-oxo-4H-pyrimido[4,5-d]pyrimidin-3-yl]-3,4-dihydro-2H-quinoline-1-carboxylic acid tert-butyl ester